tert-butyl (trans-1-(2,2-difluoroethyl)-3-((2-(2,6-dioxo-1-((2-(trimethylsilyl)ethoxy)methyl)piperidin-3-yl)-1-oxoisoindolin-5-yl)oxy)piperidin-4-yl)carbamate FC(CN1C[C@H]([C@@H](CC1)NC(OC(C)(C)C)=O)OC=1C=C2CN(C(C2=CC1)=O)C1C(N(C(CC1)=O)COCC[Si](C)(C)C)=O)F